4-dimethylamino-2'-hydroxy-4'-methoxy-3'-(ethylpiperazin-1-yl)methyl-chalcone CN(C1=CC=C(C=C1)\C=C\C(=O)C1=C(C(=C(C=C1)OC)CN1C(CNCC1)CC)O)C